N-(4-(4-bromophenyl)thiazol-2-yl)-2-((4-methylphenyl)sulfonamido)-4-(trifluoromethyl)benzamide BrC1=CC=C(C=C1)C=1N=C(SC1)NC(C1=C(C=C(C=C1)C(F)(F)F)NS(=O)(=O)C1=CC=C(C=C1)C)=O